(2-aminophenyl)diMethylphosphine oxide NC1=C(C=CC=C1)P(C)(C)=O